C1(CC1)CNC(C=1C=CC(=C(C1)NC(=O)C1=CC(=NN1C=1C=C(C=CC1)C(=N)NC(SCC)=O)C(F)(F)F)F)C1=CC=CC=C1 (-)-S-ethyl ((3-(5-((5-(((cyclopropylmethyl)amino)(phenyl)methyl)-2-fluorophenyl) carbamoyl)-3-(trifluoromethyl)-1H-pyrazol-1-yl)phenyl)(imino)methyl)carbamothioate